ethyl 6-chloro-3,4-dihydro-2H-benzo[b][1,4]oxazine-3-carboxylate ClC1=CC2=C(OCC(N2)C(=O)OCC)C=C1